6-fluoro-N-(2-fluoro-3-{[4-(heptafluoropropane-2-yl)-2-iodo-6-(trifluoromethyl)phenyl]carbamoyl}phenyl)pyridine-3-carboxamide FC1=CC=C(C=N1)C(=O)NC1=C(C(=CC=C1)C(NC1=C(C=C(C=C1C(F)(F)F)C(C(F)(F)F)(C(F)(F)F)F)I)=O)F